sodium 2-hydroxy-4-(methoxycarbonyl)benzenesulfonate OC1=C(C=CC(=C1)C(=O)OC)S(=O)(=O)[O-].[Na+]